8-cyclopentyl-7-oxo-2-((1-(piperidin-4-yl)-1H-pyrazol-4-yl)amino)-7,8-dihydropyrido[2,3-d]pyrimidine-6-carbonitrile C1(CCCC1)N1C(C(=CC2=C1N=C(N=C2)NC=2C=NN(C2)C2CCNCC2)C#N)=O